ClC=1C(=NC(=NC1)NC1=NC(=NC=C1)OC)C1=CC=C2CN(C(C2=C1)=O)[C@@H](C(=O)N[C@H](CO)C1=CC(=CC(=C1)OC)F)C (2R)-2-(6-{5-chloro-2-[(2-methoxypyrimidin-4-yl)amino]pyrimidin-4-yl}-1-oxo-2,3-dihydro-1H-isoindol-2-yl)-N-[(1S)-1-(3-fluoro-5-methoxyphenyl)-2-hydroxyethyl]propionamide